o-tertiary butyl-aminobenzamide methyl-2-[[6-chloro-5-(trifluoromethyl)pyridazin-3-yl]-methyl-amino]-5-[3-(2-fluoro-4-iodo-phenoxy)propyl]thiazole-4-carboxylate COC(=O)C=1N=C(SC1CCCOC1=C(C=C(C=C1)I)F)N(C)C=1N=NC(=C(C1)C(F)(F)F)Cl.C(C)(C)(C)C1=C(C(=O)N)C=CC=C1N